p-chlorophenoxyacetate ClC1=CC=C(OCC(=O)[O-])C=C1